6-[5-[(1S)-1-[[6-chloro-8-(trifluoro-methyl)quinazolin-4-yl]amino]ethyl]-1,2,4-triazol-1-yl]-2-methyl-4,5-di-hydropyridazin-3-one ClC=1C=C2C(=NC=NC2=C(C1)C(F)(F)F)N[C@@H](C)C1=NC=NN1C=1CCC(N(N1)C)=O